(5-(5-methyl-1H-pyrazol-3-yl)-1-oxoisoindolin-2-yl)piperidine-2,6-dione CC1=CC(=NN1)C=1C=C2CN(C(C2=CC1)=O)N1C(CCCC1=O)=O